2-chloro-2',5-difluoro-N-((3-isopropylpyridin-2-yl)carbamoyl)-[1,1'-biphenyl]-4-carboxamide ClC1=C(C=C(C(=C1)C(=O)NC(NC1=NC=CC=C1C(C)C)=O)F)C1=C(C=CC=C1)F